P1(OC(=O)O1)=O 3-carbonyl phosphonate